ClC=1C=C(C=C(C1)Cl)C1=NOC2(C1CCO2)C(=O)[O-] 3-(3,5-dichlorophenyl)-4,5-dihydro-3aH-furo[3,2-d]isoxazole-6a-carboxylate